C(N)(=O)C1=CC=C(C(=N1)OC(F)F)COC1=CC=CC(=N1)C1=CC(=C(CC2=NC3=C(N2C[C@H]2OCC2)C=C(C=C3)C(=O)O)C=C1F)F (S)-2-(4-(6-((6-carbamoyl-2-(difluoromethoxy)pyridin-3-yl)methoxy)pyridin-2-yl)-2,5-difluorobenzyl)-1-(oxetan-2-ylmethyl)-1H-benzo[d]imidazole-6-carboxylic acid